C(=C)C1=CC=C(CN2CCCN3CCCC23)C=C1 5-(4'-ethenylbenzyl)-1,5-diazabicyclo[4.3.0]nonane